O[C@H]1[C@@H](CCCC1)N (1R,2R)-2-hydroxycyclohexylamine